tert-butyl ((7-bromoimidazo[1,5-a]pyridin-1-yl)methyl)carbamate BrC1=CC=2N(C=C1)C=NC2CNC(OC(C)(C)C)=O